2-(3-ethylpentanoylamino)-4-[2-methoxyethyl-[3-[2-(5,6,7,8-tetrahydro-1,8-naphthyridin-2-yl)ethyl]cyclobutyl]amino]butanoic acid C(C)C(CC(=O)NC(C(=O)O)CCN(C1CC(C1)CCC1=NC=2NCCCC2C=C1)CCOC)CC